CN1N=C(C=2C1=NC(=NC2NCC2=CC=C(C=C2)S(=O)(=O)N)C2=CC=CC=C2)C2=CC=CC=C2 4-((1-Methyl-3,6-diphenyl-1H-pyrazolo[3,4-d]pyrimidin-4-yl)aminomethyl)-benzenesulfonamide